N1(CCCCC1)C1CCN(CC1)CC1=CC=C(C=C1)NC(C1=CC=C(C=C1)NC1=CC=C(C=C1)F)=O N-(4-([1,4'-bipiperidin]-1'-ylmethyl)phenyl)-4-((4-fluorophenyl)amino)benzamide